(R)-3-(5-(2-Benzyl-4-(methylsulfonyl)piperazin-1-yl)benzo[d]oxazol-2-yl)-2,6-difluoro-5-(trifluoromethyl)phenol C(C1=CC=CC=C1)[C@H]1N(CCN(C1)S(=O)(=O)C)C=1C=CC2=C(N=C(O2)C=2C(=C(C(=C(C2)C(F)(F)F)F)O)F)C1